ClC1=C(C=CC=C1)NC(C1=CC=C(C=C1)O)=O N-(2-chlorophenyl)-4-hydroxybenzamide